CN(C1CN(C1)C1=NC=2C(N(C=CC2C2=C1N=CN2[C@@H]2C[C@H](NCC2)CC#N)C2=CC(=CC1=CC=CC=C21)O)=O)C 2-((2S,4S)-4-(4-(3-(dimethylamino)azetidin-1-yl)-7-(3-hydroxynaphthalen-1-yl)-6-oxo-6,7-dihydro-1H-imidazo[4,5-c][1,7]naphthyridin-1-yl)piperidin-2-yl)acetonitrile